tetrabutyl-(2-hydroxyethyl)ammonium acrylate C(C=C)(=O)[O-].C(CCC)C(C(O)(CCCC)CCCC)([NH3+])CCCC